4-(benzylthio)-2,3,5,6-tetramethylphenyl 4-methoxymethoxy-2,3,6-trimethylbenzoate COCOC1=C(C(=C(C(=O)OC2=C(C(=C(C(=C2C)C)SCC2=CC=CC=C2)C)C)C(=C1)C)C)C